ClC=1C=C(C=C(C1)Cl)C1=CN=C2N1N=CC(=C2OCC)C(=O)OC methyl 3-(3,5-dichlorophenyl)-8-ethoxyimidazo[1,2-b]pyridazine-7-carboxylate